8-(3,4-Dimethoxyphenyl)-6-fluoro-3,4-dihydrobenzo[e][1,2,3]oxathiazine 2,2-Di-oxide COC=1C=C(C=CC1OC)C1=CC(=CC=2CNS(OC21)(=O)=O)F